FC1=C(C=C(C=C1)F)C(CC)N(C1=NC=2N(C=C1)N=CC2C2=NN(C=C2)C)C N-(1-(2,5-difluorophenyl)propyl)-N-methyl-3-(1-methyl-1H-pyrazol-3-yl)pyrazolo[1,5-a]pyrimidin-5-amine